(S)-3-(3-(3-(trifluoromethoxy)phenyl)-5-(3-(trifluoromethyl)phenylsulfonyl)-6a,7,9,10-tetrahydro-5H-pyrazino[1,2-a]pyrido[3,2-e]pyrazin-8(6H)-yl)propionic acid FC(OC=1C=C(C=CC1)C1=CC=2N(C[C@H]3N(C2N=C1)CCN(C3)CCC(=O)O)S(=O)(=O)C3=CC(=CC=C3)C(F)(F)F)(F)F